FC=1C=C(CC2=CC=CC(=N2)N2N=C(C(=C2)C=O)C(=O)OC)C=C(C1)C(F)(F)F methyl 1-(6-(3-fluoro-5-(trifluoromethyl)benzyl)pyridin-2-yl)-4-formyl-1H-pyrazole-3-carboxylate